(3-CHLORO-4-ETHOXYCARBONYL)BENZENEBORONIC ACID B(C1=CC(=C(C=C1)C(=O)OCC)Cl)(O)O